C(C)OC(=O)C=1C(=NN(C1)CC(C)(C)O)Cl 3-chloro-1-(2-hydroxy-2-methylpropyl)-1H-pyrazole-4-carboxylic acid ethyl ester